[Br-].[Br-].[NH+]1=CCC2=CC=CC=C12.[NH+]1=CCC2=CC=CC=C12 3H-indolium dibromide